ClC1=NC(=NC(=C1)C1CCCC1)NS(=O)(=O)C=1C=NN(C1)C N-(4-chloro-6-cyclopentyl-pyrimidin-2-yl)-1-methyl-pyrazole-4-sulfonamide